3-[[4-[(2R)-2-Amino-3-isopropoxy-propoxy]-6-(2,6-dimethylphenyl)pyrimidin-2-yl]sulfamoyl]benzoic acid N[C@@H](COC1=NC(=NC(=C1)C1=C(C=CC=C1C)C)NS(=O)(=O)C=1C=C(C(=O)O)C=CC1)COC(C)C